COC1=CC=C(C(C2=CC=C(C=C2)OC)(C2=CC=CC=C2)OC[C@@H]2[C@H](C[C@@H](O2)N2C=NC=3C(=O)NC(NC(CC(CCCC(CCCC(CCCC(C)C)C)C)C)=O)=NC23)O)C=C1 5'-O-(4,4'-dimethoxytrityl)-N2-(3,7,11,15-tetramethyl-1-hexadecanoyl)-2'-deoxyguanosine